bis[4-(4-aminophenoxy)phenyl]Sulfone tert-butyl-(5R)-3-fluoro-1,4,5-trimethyl-2-oxo-5,7-dihydropyrrolo[3,4-b]pyridine-6-carboxylate C(C)(C)(C)OC(=O)N1CC=2N(C(C(=C(C2[C@H]1C)C)F)=O)C.NC1=CC=C(OC2=CC=C(C=C2)S(=O)(=O)C2=CC=C(C=C2)OC2=CC=C(C=C2)N)C=C1